COC=1C=C2CCOC3(CCNCC3)C2=CC1 6-methoxyspiro[isochromane-1,4'-piperidine]